The molecule is an acyl-CoA that results from the formal condensation of the thiol group of coenzyme A with the carboxy group of indol-3-ylacetic acid. It derives from a coenzyme A and an indole-3-acetic acid. It is a conjugate acid of an indol-3-ylacetyl-CoA(4-). CC(C)(COP(=O)(O)OP(=O)(O)OC[C@@H]1[C@H]([C@H]([C@@H](O1)N2C=NC3=C(N=CN=C32)N)O)OP(=O)(O)O)[C@H](C(=O)NCCC(=O)NCCSC(=O)CC4=CNC5=CC=CC=C54)O